tert-butyl 2-(3,5-dimethyl-4-(4,4,5,5-tetramethyl-1,3,2-dioxaborolan-2-yl)-1H-pyrazol-1-yl)acetate CC1=NN(C(=C1B1OC(C(O1)(C)C)(C)C)C)CC(=O)OC(C)(C)C